(4S)-3-[2-[[fluorenylmethoxycarbonyl]amino]acetyl]-2,2-dimethyl-4-oxazolidinecarboxylic acid benzyl ester C(C1=CC=CC=C1)OC(=O)[C@H]1N(C(OC1)(C)C)C(CNC(=O)OCC1=CC=CC=2C3=CC=CC=C3CC12)=O